2'-ethynyl-5-(3-fluoro-4-((4-methylpyrimidin-2-yl)oxy)phenyl)-7,7'-dimethyl-7H,7'H-[6,6'-bipyrrolo[2,3-d]pyrimidin]-4-amine C(#C)C=1N=CC2=C(N1)N(C(=C2)C2=C(C1=C(N=CN=C1N)N2C)C2=CC(=C(C=C2)OC2=NC=CC(=N2)C)F)C